(S)-2-(4'-acrylamido-3'-fluoro-[1,1'-biphenyl]-3-yl)-N-(5-ethylthiazol-2-yl)butanamide C(C=C)(=O)NC1=C(C=C(C=C1)C1=CC(=CC=C1)[C@@H](C(=O)NC=1SC(=CN1)CC)CC)F